NCCCNC1(CCN(CC1)C1=NN2C(S1)=NC=C2C2=C(C=C(C=C2)F)OC)CO (4-((3-aminopropyl)amino)-1-(5-(4-fluoro-2-methoxyphenyl)imidazo[2,1-b][1,3,4]thiadiazol-2-yl)piperidin-4-yl)methanol